N-[(S)-{5-[4-(3,3-difluoroazetidine-1-carbonyl)furan-3-yl]-1H-imidazo[4,5-b]pyridin-2-yl}(4-methylcyclohexyl)methyl]-2-methylpyrazole-3-carboxamide FC1(CN(C1)C(=O)C=1C(=COC1)C1=CC=C2C(=N1)N=C(N2)[C@@H](NC(=O)C=2N(N=CC2)C)C2CCC(CC2)C)F